acrylic acid-N,N-dimethylaminoethyl ester CN(C)CCOC(C=C)=O